BrCC(=O)C1=CC=C(C=C1)N1CCCCC1 2-bromo-1-(4-(piperidin-1-yl)phenyl)ethan-1-one